FC(OC1=C(CN2N=CC(=C2)C(=O)OCC)C=CC(=C1)F)F ethyl 1-(2-(difluoromethoxy)-4-fluorobenzyl)-1H-pyrazole-4-carboxylate